(R)-N-(5,7-difluoroquinolin-6-yl)-5-((1-(dimethylamino)propan-2-yl)oxy)-7-(2-oxa-6-azaspiro[3.3]heptan-6-yl)quinazolin-4-amine FC1=C2C=CC=NC2=CC(=C1NC1=NC=NC2=CC(=CC(=C12)O[C@@H](CN(C)C)C)N1CC2(COC2)C1)F